3-hydroxy-6-(5,7-dihydroxy-4-oxo-4H-chromen-2-yl)phenolate OC=1C=C(C(=CC1)C=1OC2=CC(=CC(=C2C(C1)=O)O)O)[O-]